3-ethyl-7-((4-(6-fluoro-8-(methylamino)-1,7-naphthyridin-3-yl)piperazin-1-yl)methyl)-1,5-naphthyridin-2(1H)-one C(C)C=1C(NC2=CC(=CN=C2C1)CN1CCN(CC1)C=1C=NC2=C(N=C(C=C2C1)F)NC)=O